(S)-(3-(3-(3-chloropyridin-2-yloxy)pyrrolidin-1-yl)-2'-methylbiphenyl-4-yl)methanol ClC=1C(=NC=CC1)O[C@@H]1CN(CC1)C=1C=C(C=CC1CO)C1=C(C=CC=C1)C